2-CHLORO-5-(THIAZOL-2-YL)PHENYLBORONIC ACID ClC1=C(C=C(C=C1)C=1SC=CN1)B(O)O